C1(=CC=CC=C1)NC(C1=CC=CC=C1)=N N-phenylbenzimidamide